2-methyl-2-(1-(1-methylcyclopropyl)-1H-pyrazol-4-yl)cyclopentane-1-one tert-butyl-(S)-5-amino-4-(5-bromo-1-oxoisoindolin-2-yl)-5-oxopentanoate C(C)(C)(C)OC(CC[C@@H](C(=O)N)N1C(C2=CC=C(C=C2C1)Br)=O)=O.CC1(C(CCC1)=O)C=1C=NN(C1)C1(CC1)C